FC=1C=CC(=C(C1)N1C(CCC1C)=O)C1=C2C=NN(C2=CC(=C1)C1CNCC1)C 1-{5-Fluoro-2-[1-methyl-6-(pyrrolidin-3-yl)-1H-indazol-4-yl]phenyl}-5-methylpyrrolidin-2-one